C(C)C(CN1C=CC2=C1N=C(N=C2)NC=2C=NN(C2)CC(=O)O)CC 2-(4-((7-(2-ethylbutyl)-7H-pyrrolo[2,3-d]pyrimidin-2-yl)amino)-1H-pyrazol-1-yl)acetic acid